C(C)(C)(C)OC(C(CCC#N)C=1C(=NC2=C(C=CC=C2C1)[N+](=O)[O-])C)=O.FC(C1=C(C=C(C=N1)C(=O)C1=C(C(=CC=C1)F)F)C)F (6-(difluoromethyl)-5-methylpyridin-3-yl)(2,3-difluorophenyl)methanone tert-butyl-4-cyano-2-(2-methyl-8-nitroquinolin-3-yl)butanoate